N1=C(C=CC=C1)CN(CCCOC=1C(=C(C=CC1)C1=C(C(=CC=C1)OCCCN1C[C@@H](CC1)O)C)C)CC1=NC=CC=C1 (R)-1-(3-((3'-(3-(bis(pyridin-2-ylmethyl)amino)propoxy)-2,2'-dimethyl-[1,1'-biphenyl]-3-yl)oxy)propyl)pyrrolidin-3-ol